(S)-2-(1-amino-5-carbamoyl-4-(4-((4-iodopyridin-2-yl)carbamoyl)phenyl)-1H-imidazol-2-yl)piperidine-1-carboxylic acid tert-butyl ester C(C)(C)(C)OC(=O)N1[C@@H](CCCC1)C=1N(C(=C(N1)C1=CC=C(C=C1)C(NC1=NC=CC(=C1)I)=O)C(N)=O)N